4-(4-chlorophenyl)-2-phenyl-3-(o-tolyl)-1,2,4-oxadiazol-5-one ClC1=CC=C(C=C1)N1C(N(OC1=O)C1=CC=CC=C1)C1=C(C=CC=C1)C